ClC1=C(C#N)C=CC(=C1)N1CC2(C[C@@H]1C)CCN(CC2)C2=CC=C(C=C2)C(=O)N2CCC(CC2)CN2CCC(CC2)C2=CC=C(C=C2)NC2C(NC(CC2)=O)=O 2-Chloro-4-((3S)-8-(4-(4-((4-(4-((2,6-dioxopiperidin-3-yl)amino)phenyl)piperidin-1-yl)methyl)piperidine-1-carbonyl)phenyl)-3-methyl-2,8-diazaspiro[4.5]decan-2-yl)benzonitrile